(S)-2-(1-((2-(3,5-dichlorophenyl)-6-((2-(3-methylpiperazin-1-yl)pyrimidin-5-yl)oxy)pyridin-4-yl)methyl)piperidin-4-yl)acetic acid ClC=1C=C(C=C(C1)Cl)C1=NC(=CC(=C1)CN1CCC(CC1)CC(=O)O)OC=1C=NC(=NC1)N1C[C@@H](NCC1)C